9,10-bis(tert-butoxycarbonyloctadecyloxy)anthracene ethyl-1-[[4-[[(1Z)-2-ethoxy-3,3,3-trifluoro-1-propen-1-yl]oxy]phenyl]methyl]-1H-pyrazole-4-carboxylate C(C)OC(=O)C=1C=NN(C1)CC1=CC=C(C=C1)O\C=C(\C(F)(F)F)/OCC.C(C)(C)(C)OC(=O)CCCCCCCCCCCCCCCCCCOC=1C2=CC=CC=C2C(=C2C=CC=CC12)OCCCCCCCCCCCCCCCCCCC(=O)OC(C)(C)C